BrC=1C=C(C=2C=CC(=NC2C1)\C=C\C1=NC=CC(=N1)C)C(=O)OC methyl (E)-7-bromo-2-(2-(4-methylpyrimidin-2-yl)vinyl)quinoline-5-carboxylate